isopentyl n-hexanoate C(CCCCC)(=O)OCCC(C)C